2-(2-hydroxypyridin-3-yl)-N-(2-morpholinyl-5-(piperidin-1-yl)oxazolo[4,5-b]pyridin-6-yl)oxazole-4-carboxamide OC1=NC=CC=C1C=1OC=C(N1)C(=O)NC=1C=C2C(=NC1N1CCCCC1)N=C(O2)N2CCOCC2